((1r,4r)-4-(((1-(4-(2,6-dioxopiperidin-3-yl)-2-fluorophenyl) piperidin-4-yl) methyl) (methyl) amino) cyclohexyl) carbamate C(N)(OC1CCC(CC1)N(C)CC1CCN(CC1)C1=C(C=C(C=C1)C1C(NC(CC1)=O)=O)F)=O